4-[N-(2,2-dimethylpropanoyl)-S-(2-pyridyl)sulfonimidoyl]benzoic acid CC(C(=O)N=S(=O)(C1=NC=CC=C1)C1=CC=C(C(=O)O)C=C1)(C)C